N-(4-((4-amino-2-butyl-1H-imidazo[4,5-c]quinolin-1-yl)methyl)phenyl)hexanamide NC1=NC=2C=CC=CC2C2=C1N=C(N2CC2=CC=C(C=C2)NC(CCCCC)=O)CCCC